BrC1=C(CC2=C(C=CC=C2)O)C=CC=C1 2-(2-bromobenzyl)phenol